(4S)-5,5-difluoro-3-(trifluoromethyl)-1-[(1S,3S)-3-(trifluoromethyl)cyclohexyl]-1H,4H,5H,6H-cyclopenta[c]pyrazol-4-ol FC1([C@H](C2=C(N(N=C2C(F)(F)F)[C@@H]2C[C@H](CCC2)C(F)(F)F)C1)O)F